(S)-N-((6-amino-2-methylpyridin-3-yl)methyl)-1-((2R,4S)-4-(4-bromobenzyl)pyrrolidine-2-carbonyl)pyrrolidine-2-carboxamide di-trifluoroacetate FC(C(=O)O)(F)F.FC(C(=O)O)(F)F.NC1=CC=C(C(=N1)C)CNC(=O)[C@H]1N(CCC1)C(=O)[C@@H]1NC[C@H](C1)CC1=CC=C(C=C1)Br